COC(=O)[C@@H]1CCC=2C(=NN(C2C1)C(C)C)C1=CC(=NC=C1F)OC(F)F (R)-3-(2-(difluoromethoxy)-5-fluoropyridin-4-yl)-1-isopropyl-4,5,6,7-tetrahydro-1H-indazole-6-carboxylic acid methyl ester